FC1=C2C(=NNC2=CC(=C1)C1CCNCC1)NC=1C=C(C=2N(C1)C=C(N2)C)F 4-fluoro-N-(8-fluoro-2-methyl-imidazo[1,2-a]pyridin-6-yl)-6-(4-piperidyl)-1H-indazol-3-amine